4,4'-diacetoxybenzophenone C(C)(=O)OC1=CC=C(C(=O)C2=CC=C(C=C2)OC(C)=O)C=C1